N-[2-(2-methoxyethylthio)ethyl]propan-2-amine COCCSCCNC(C)C